trans-4-[(6-cyano-5-fluoro-benzimidazol-1-yl)methyl]cyclohexanecarboxylic acid C(#N)C=1C(=CC2=C(N(C=N2)C[C@@H]2CC[C@H](CC2)C(=O)O)C1)F